2-(2-methylpyrazol-3-yl)-N-(4-methyl-3-pyridin-2-ylphenyl)pyrrolidine-1-carboxamide CN1N=CC=C1C1N(CCC1)C(=O)NC1=CC(=C(C=C1)C)C1=NC=CC=C1